methyl 5-(chlorosulfonyl)thiophene-2-carboxylate ClS(=O)(=O)C1=CC=C(S1)C(=O)OC